O=C1C(=CNC=C1)C(=O)O 4-oxo-1,4-dihydropyridin-3-carboxylic acid